(3'-chloro-4'-fluoro-5-methyl-[1,1'-biphenyl]-3-yl)((4-methoxy-3,5-dimethylpyridin-2-yl)methyl)-carbamic acid tert-butyl ester C(C)(C)(C)OC(N(CC1=NC=C(C(=C1C)OC)C)C=1C=C(C=C(C1)C)C1=CC(=C(C=C1)F)Cl)=O